C(N)(=O)C1=CC2=C(NC(=N2)C=2C3=C(SC2C(=O)O)C=CC=C3Cl)C=C1 3-(5-Carbamoyl-1H-benzo[d]imidazol-2-yl)-4-chlorobenzo[b]thiophene-2-carboxylic acid